4-((2-((8-(((1,1,1,3,3,3-Hexafluoropropan-2-yl)oxy)carbonyl)-2,8-diazaspiro[4.5]decan-2-yl)methyl)-5-(trifluoromethyl)phenyl)amino)butanoic acid FC(C(C(F)(F)F)OC(=O)N1CCC2(CCN(C2)CC2=C(C=C(C=C2)C(F)(F)F)NCCCC(=O)O)CC1)(F)F